(R)-4-(3-chloro-6-ethoxy-2-fluoro-5-((S)-1-hydrazinylethyl)phenyl)pyrrolidin-2-one ClC=1C(=C(C(=C(C1)[C@H](C)NN)OCC)[C@H]1CC(NC1)=O)F